1,3-dimethyl-5-[3-[(3-methyloxetan-3-yl)methoxy]-5-methylsulfonylphenyl]pyridin-2-one CN1C(C(=CC(=C1)C1=CC(=CC(=C1)S(=O)(=O)C)OCC1(COC1)C)C)=O